CN1C(=NC(=C1C1=C2C=NNC2=CC=C1C)C=1C=C2C=NN(C2=CC1)C)C1CC2(CN(C2)C(C=C)=O)C1 1-[6-[1-methyl-4-(1-methylindazol-5-yl)-5-(5-methyl-1H-indazol-4-yl)imidazol-2-yl]-2-azaspiro[3.3]heptan-2-yl]prop-2-en-1-one